OCC1=C(C=C(C=C1)CN1C(C=CC=C1)=O)OC 1-{[4-(hydroxymethyl)-3-methoxyphenyl]methyl}-1,2-dihydropyridin-2-one